OC(O)[SiH2]C(CCN1C(NCC1)=O)CCC 1-[3-(Dihydroxymethylsilyl)hexyl]-2-imidazolidinone